3-Chloro-2-fluorobenzyl (2S,4R)-1-(2-(3-acetyl-5-(2-methylpyrimidin-5-yl)-1H-indazol-1-yl)acetyl)-4-fluoropyrrolidine-2-carboxylate C(C)(=O)C1=NN(C2=CC=C(C=C12)C=1C=NC(=NC1)C)CC(=O)N1[C@@H](C[C@H](C1)F)C(=O)OCC1=C(C(=CC=C1)Cl)F